ethynyl-decyl-methyl-methanol C(#C)C(O)(C)CCCCCCCCCC